(((cis)-1-(2-cyanoethyl)-4-ethylpyrrolidin-3-yl)amino)-1H-pyrrolo[2,3-b]pyridine-5-carbonitrile C(#N)CCN1C[C@H]([C@H](C1)CC)NN1C=CC=2C1=NC=C(C2)C#N